n-octyl-(triethoxy)silane C(CCCCCCC)[Si](OCC)(OCC)OCC